N1CCC12CN(C2)C(=O)C2=NC=CC(=C2)NC(=O)[C@@H]2O[C@]([C@H]([C@H]2C2=C(C(=C(C=C2)F)F)OC)C)(C(F)(F)F)C (2R,3S,4S,5R)-N-(2-(1,6-diazaspiro[3.3]heptane-6-carbonyl)pyridin-4-yl)-3-(3,4-difluoro-2-methoxyphenyl)-4,5-dimethyl-5-(trifluoromethyl)tetrahydrofuran-2-carboxamide